5-(4-cyclohexyl-3,5-difluorophenyl)-3-(3-(fluoromethyl)azetidine-1-carbonyl)-7-oxo-4,7-dihydropyrazolo[1,5-a]pyrimidine-2-carboxamide C1(CCCCC1)C1=C(C=C(C=C1F)C=1NC=2N(C(C1)=O)N=C(C2C(=O)N2CC(C2)CF)C(=O)N)F